O[C@H]1[C@H](CCC2=C1N=C(S2)C(=O)NC)[C@@H]2N1C(C3=CC=CC=C23)=CN=C1 (4s,5R)-4-hydroxy-5-((S)-5H-imidazo[5,1-a]isoindol-5-yl)-N-methyl-4,5,6,7-tetrahydrobenzo[d]thiazole-2-carboxamide